2-Phenyl-N-(6-(3-(5-(2-(pyridin-2-yl)acetamido)-1,3,4-thiadiazol-2-yl)piperidin-1-yl)pyridazin-3-yl)acetamide C1(=CC=CC=C1)CC(=O)NC=1N=NC(=CC1)N1CC(CCC1)C=1SC(=NN1)NC(CC1=NC=CC=C1)=O